N-phenyl-3,3-bis(4-hydroxyphenyl)benzopyrrolidone C1(=CC=CC=C1)N1C(C(C2=C1C=CC=C2)(C2=CC=C(C=C2)O)C2=CC=C(C=C2)O)=O